2-((1S,4S)-4-(6-fluoroquinolin-4-yl)cyclohexyl)ethan-1-ol ethyl-2-{2-[(tert-butoxycarbonyl)amino]ethyl}-8-methyl-4,5-dihydro-2H-furo[2,3-g]indazole-7-carboxylate C(C)C=1N(N=C2C3=C(CCC12)OC(=C3C)C(=O)OCCC3CCC(CC3)C3=CC=NC1=CC=C(C=C31)F)CCNC(=O)OC(C)(C)C